ClC=1C=C(C=CC1Cl)NC(=O)[C@@H]1[C@H]2C[C@@H]([C@@H]([C@@H]1C1=CC(=NC=C1)OC)O2)O |r| Racemic-(1r,2s,3s,4r,5s)-N-(3,4-dichlorophenyl)-5-hydroxy-3-(2-methoxypyridin-4-yl)-7-oxabicyclo[2.2.1]heptane-2-carboxamide